C(C)(C)(C)OC(=O)NCC1(CC1)C1=CC=C(C=C1)C=1C=C(C2=CN(N=C2C1C)C(C(=O)OCC)C1=C2N(C=N1)C[C@@H](C2)F)C ethyl 2-(6-(4-(1-(((tert-butoxycarbonyl)amino)methyl)cyclopropyl)phenyl)-4,7-dimethyl-2H-indazol-2-yl)-2-((R)-6-fluoro-6,7-dihydro-5H-pyrrolo[1,2-c]imidazol-1-yl)acetate